bis(2-methyl-5-nitrophenyl)iodonium CC1=C(C=C(C=C1)[N+](=O)[O-])[I+]C1=C(C=CC(=C1)[N+](=O)[O-])C